5-hydroxy-2-methyl-1,4,5,6-tetrahydropyrimidinecarboxylic acid OC1CNC(NC1)(C(=O)O)C